(7R,17E)-9-methyl-7-[(7-methyl-1H-indazol-5-yl)methyl]-6,12,15,25-tetraoxa-4,9,21,23-tetraazatetracyclo[17.6.2.21,4.022,26]nonacosan-17,19(27),20,22(26)-tetraen-5,8,24-trione CN1C([C@H](OC(N2CCC3(OC(NC=4N=CC(/C=C/COCCOCC1)=CC34)=O)CC2)=O)CC=2C=C3C=NNC3=C(C2)C)=O